2-(difluoromethyl)quinoline FC(C1=NC2=CC=CC=C2C=C1)F